4-(6-ethoxypyridin-3-yl)benzoic acid C(C)OC1=CC=C(C=N1)C1=CC=C(C(=O)O)C=C1